5,6-diaminobenzimidazolone (S)-1'-(((R)-tert-butylsulfinyl)amino)-1',3'-dihydro-8-azaspiro[bicyclo[3.2.1]octane-3,2'-indene]-8-carboxylate C(C)(C)(C)[S@@](=O)N[C@H]1C2(CC3=CC=CC=C13)CC1CCC(C2)N1C(=O)O.NC1=CC=2C(=NC(N2)=O)C=C1N